(S)-N-(3-(2-amino-[1,2,4]triazolo[1,5-a]pyridin-6-yl)-2-fluoro-6-methylphenyl)-3-phenylisoxazolidine NC1=NN2C(C=CC(=C2)C=2C(=C(C(=CC2)C)N2OCC[C@H]2C2=CC=CC=C2)F)=N1